zinc hydroxysuccinate OC(C(=O)[O-])CC(=O)[O-].[Zn+2]